6-((1r,4r)-4-aminocyclohexyl)-2-(6-hydroxy-2,7-dimethyl-2H-indazol-5-yl)pyrido[4,3-d]pyrimidin-5(6H)-one NC1CCC(CC1)N1C(C2=C(N=C(N=C2)C2=CC3=CN(N=C3C(=C2O)C)C)C=C1)=O